bicyclo[2.1.1]hexan-4-amine C12CCC(C1)(C2)N